N-[[6-(2-Naphthyloxy)-2-pyridyl]sulfonyl]-2-(2,2,4-trimethylpyrrolidin-1-yl)pyridin-3-carboxamid C1=C(C=CC2=CC=CC=C12)OC1=CC=CC(=N1)S(=O)(=O)NC(=O)C=1C(=NC=CC1)N1C(CC(C1)C)(C)C